4-Cyclohexyl-N2-(2-(1-(cyclopropylsulfonyl)-1H-pyrazol-4-yl)pyrimidin-4-yl)-5-((1-methyl-1H-pyrazol-4-yl)ethynyl)pyridine-2,4-diamine C1(CCCCC1)C1(CC(=NC=C1C#CC=1C=NN(C1)C)NC1=NC(=NC=C1)C=1C=NN(C1)S(=O)(=O)C1CC1)N